ClC1=C(C=CC=C1)C[C@@H](C(=O)N1CCC(CC1)O)N(C(OC(C)(C)C)=O)C (S)-tert-butyl 3-(2-chlorophenyl)-1-(4-hydroxypiperidin-1-yl)-1-oxopropan-2-yl(methyl)carbamate